(butane-1,4-diyl)bis(3-(3-((3-bromopropoxy)methoxy)propyl)-1H-imidazol-3-ium) C(CCCN1C=[N+](C=C1)CCCOCOCCCBr)N1C=[N+](C=C1)CCCOCOCCCBr